2,4-dichloro-N-hydroxybenzamidine ClC1=C(C(=N)NO)C=CC(=C1)Cl